FC=1C=2N(C=C(C1C(C)(C)O)NC(=O)C1=NC(=CC=C1)C(F)(F)F)C=C(N2)C2CCNCC2 N-(8-fluoro-7-(2-hydroxypropan-2-yl)-2-(piperidin-4-yl)imidazo[1,2-a]pyridin-6-yl)-6-(trifluoromethyl)pyridineamide